[N+](=O)([O-])C1=C(C=CC(=C1)N1CC2(CC1)CNCC2)NC(C)=O N-(2-nitro-4-(2,7-diazaspiro[4.4]nonan-2-yl)phenyl)acetamide